ClC1=CC(=CC2=C1C=C(C(O2)C(F)(F)F)C(=O)O)Cl 5,7-dichloro-2-trifluoromethyl-2H-1-benzopyran-3-carboxylic acid